[(1S,2R,3S,4S,5R,6S)-3,4-diacetoxy-5-[(3R,6S)-3-azido-6-[[benzyl (benzyloxycarbonyl)amino]methyl]tetrahydropyran-2-yl]oxy-2,6-bis(benzyloxycarbonyl-amino) cyclohexyl] acetate C(C)(=O)O[C@@H]1[C@H]([C@@H]([C@H]([C@@H]([C@H]1NC(=O)OCC1=CC=CC=C1)OC1O[C@@H](CC[C@H]1N=[N+]=[N-])CN(C(=O)OCC1=CC=CC=C1)CC1=CC=CC=C1)OC(C)=O)OC(C)=O)NC(=O)OCC1=CC=CC=C1